bis(2,6-dimethylphenyl) chlorophosphate P(=O)(OC1=C(C=CC=C1C)C)(OC1=C(C=CC=C1C)C)Cl